4-[4-[2-[(1RS)-1-(6,7-dihydro-5H-pyrrolo[1,2-c]imidazol-1-yl)-2-oxo-2-(thiazol-2-ylamino)ethyl]-7-fluoro-3-oxo-isoindolin-5-yl]phenyl]piperidine-1-carboxylic acid tert-butyl ester C(C)(C)(C)OC(=O)N1CCC(CC1)C1=CC=C(C=C1)C=1C=C2C(N(CC2=C(C1)F)[C@@H](C(NC=1SC=CN1)=O)C1=C2N(C=N1)CCC2)=O |r|